N-(5-Chloro-1H-pyrrolo[3,2-b]pyridin-3-yl)-4,5-difluoro-1H-benzo[d]imidazol-2-amine ClC1=CC=C2C(=N1)C(=CN2)NC2=NC1=C(N2)C=CC(=C1F)F